P(OCCCCOP([O-])=O)([O-])=O butylene bisphosphonate